4-((2S,4S)-1-((5-methoxy-7-methyl-1H-indol-4-yl)methyl)-4-(oxetan-3-ylamino)piperidin-2-yl)benzoic acid formate C(=O)O.COC=1C(=C2C=CNC2=C(C1)C)CN1[C@@H](C[C@H](CC1)NC1COC1)C1=CC=C(C(=O)O)C=C1